8-[(1-cyclobutyl-4-piperidinyl)oxy]-4-[(2R)-3-(3,4-dihydro-1H-isoquinolin-2-yl)-2-hydroxy-propyl]-1-methyl-2,3-dihydro-1,4-benzodiazepine-5-one C1(CCC1)N1CCC(CC1)OC1=CC2=C(C(N(CCN2C)C[C@@H](CN2CC3=CC=CC=C3CC2)O)=O)C=C1